(3R)-1-(2-(2,6-dioxopiperidin-3-yl)-1,3-dioxoisoindolin-5-yl)piperidine-3-carbaldehyde O=C1NC(CCC1N1C(C2=CC=C(C=C2C1=O)N1C[C@@H](CCC1)C=O)=O)=O